(1s,3s)-N-(6-((6-(5-chloro-2-fluorophenyl)-3-(tetrahydrothiophen-2-yl)pyridazin-4-yl)amino)pyrimidin-4-yl)-3-((3S,5R)-3,5-dimethylpiperazin-1-yl)cyclobutane-1-carboxamide ClC=1C=CC(=C(C1)C1=CC(=C(N=N1)C1SCCC1)NC1=CC(=NC=N1)NC(=O)C1CC(C1)N1C[C@@H](N[C@@H](C1)C)C)F